(methylcyclopentadienyl)(1,5-dimethylindenyl)dimethylzirconium CC1(C=CC=C1)[Zr](C)(C)C=1C(C2=CC=C(C=C2C1)C)C